2,8-dibenzoyldibenzofuran C(C1=CC=CC=C1)(=O)C1=CC2=C(OC3=C2C=C(C=C3)C(C3=CC=CC=C3)=O)C=C1